O=C1CNCS1.[Na] sodium 5-oxo-3,5-dihydrothiazole